3-(2-(1-(2-(4,4-difluoropiperidin-1-yl)ethyl)-1H-pyrrolo[3,2-c]pyridin-6-yl)pyridin-4-yl)-5-(trifluoromethyl)-1,2,4-oxadiazole FC1(CCN(CC1)CCN1C=CC=2C=NC(=CC21)C2=NC=CC(=C2)C2=NOC(=N2)C(F)(F)F)F